CN1C2=C(OCC1)C=C(C=C2)NC(C)=O N-(4-methyl-3,4-dihydro-2H-benzo[b][1,4]oxazin-7-yl)acetamide